BrC1=C2C=NN(C2=C(C=C1)F)C1OCCCC1 4-bromo-7-fluoro-1-(tetrahydro-2H-pyran-2-yl)-1H-indazole